N1(CCOCC1)CCCNC(=O)C1=CC2=C(N3C(S2)=NC(=C3)C=3C=C(C=CC3)C)C=C1 N-(3-morpholinylpropyl)-2-(m-tolyl)benzo[d]imidazo[2,1-b]thiazole-7-carboxamide